FCC1=C(CC2=NC(=CC=N2)C)C(=CC(=C1)CF)CF (2,4,6-trifluoromethylbenzyl)-6-methylpyrimidine